COC=1C=CC=2C3=C(C=NC2N1)COC(N3CC3=CC=C(C=C3)SCC3=CC=C(C=C3)OC)=O 8-methoxy-1-(4-((4-methoxybenzyl)thio)benzyl)-1,4-dihydro-2H-[1,3]oxazino[5,4-c][1,8]naphthyridin-2-one